CO\C(\C(=O)OC)=C/C1=CC=C(C2=C1SC=C2)OCOC methyl (Z)-2-methoxy-3-(4-(methoxymethoxy)benzo[b]thiophen-7-yl)acrylate